ClC=1C(=C(C(=CC1N1CC(CC1)(C1CN(CC1)C)C)F)S(=O)(=O)N(C1=NC(=CC=C1)F)CC1=C(C=C(C=C1)OC)OC)F 3-chloro-N-[(2,4-dimethoxyphenyl)methyl]-2,6-difluoro-N-(6-fluoro-2-pyridyl)-4-[3-methyl-3-(1-methylpyrrolidin-3-yl)pyrrolidin-1-yl]benzenesulfonamide